N1C=CC2=CC=C(C=C12)NC(NC1=CC=C(C=C1)NC(NC1=CC=C2C=CNC2=C1)=O)=O 3-(1H-indol-6-yl)-1-(4-{[(1H-indol-6-yl)carbamoyl]amino}phenyl)urea